4-(4-(4-(1-ethylpiperidin-4-yl)piperazin-1-yl)piperidin-1-yl)-3-((3-fluoro-4-(hexadecyloxy)phenyl)sulfonyl)-6-(trifluoromethoxy)quinoline C(C)N1CCC(CC1)N1CCN(CC1)C1CCN(CC1)C1=C(C=NC2=CC=C(C=C12)OC(F)(F)F)S(=O)(=O)C1=CC(=C(C=C1)OCCCCCCCCCCCCCCCC)F